3-(4-bromo-1H-pyrazol-1-yl)azetidine-1-carboxylic acid tert-butyl ester C(C)(C)(C)OC(=O)N1CC(C1)N1N=CC(=C1)Br